benzyl (3-(6-aminobenzo[d][1,3]dioxin-5-yl)-3-oxopropyl)(isopropyl)carbamate NC1=C(C2=C(OCOC2)C=C1)C(CCN(C(OCC1=CC=CC=C1)=O)C(C)C)=O